C(C)OC(=O)C=1C=CC(=NC1C1=NC2=C(N1C)C=CC(=C2)SC(F)(F)F)C(=O)O 5-ethoxycarbonyl-6-[1-methyl-5-(trifluoromethylthio)benzimidazol-2-yl]pyridine-2-carboxylic acid